CN1CCC(CC1)C(=O)OCCOCCOCCOCCOCCN(CCCCCCCC)C(C(COCCCCCC(=O)OCCC(CCCCC)CCCCC)OCCCCCC(OCCC(CCCCC)CCCCC)=O)=O 2-[2-[2-[2-[2-[2,3-bis[6-oxo-6-(3-pentyloctoxy)hexoxy]propanoyl-octyl-amino]ethoxy] ethoxy]ethoxy]ethoxy]ethyl 1-methylpiperidine-4-carboxylate